ClC1=C(C=CC(=C1)F)C=1C(=NN(C1NC1=C(C=CC=C1F)F)C)C 4-(2-Chloro-4-fluorophenyl)-N-(2,6-difluorophenyl)-1,3-dimethyl-1H-pyrazole-5-amine